tert-butyl 4-(5-(3-methyl-1H-indol-6-yl)pyridin-2-yl)piperazine-1-carboxylate CC1=CNC2=CC(=CC=C12)C=1C=CC(=NC1)N1CCN(CC1)C(=O)OC(C)(C)C